C(C)(C)N(C(C)C)CCC1=CNC2=NC=C(C=C21)OC N-isopropyl-N-(2-(5-methoxy-1H-pyrrolo[2,3-b]pyridin-3-yl)ethyl)propan-2-amine